3-Bromo-2-(prop-2-yl)-6-[3-(trifluoromethyl)phenyl]imidazo[1,2-a]pyrazine BrC1=C(N=C2N1C=C(N=C2)C2=CC(=CC=C2)C(F)(F)F)C(C)C